Thiazol-2-ylcarbamic acid S1C(=NC=C1)NC(O)=O